OCCN(CCCCCCNCCO)CCO N,N,N'-tris(hydroxyethyl)-hexamethylenediamine